6-(2-chlorophenyl)-3-(6-fluoroisoquinolin-4-yl)thieno[3,2-d]pyrimidine-2,4(1H,3H)-dione ClC1=C(C=CC=C1)C1=CC=2NC(N(C(C2S1)=O)C1=CN=CC2=CC=C(C=C12)F)=O